NC1=CC=C(C=C1)C1=NC(=NC=C1)NC1=CC=C(C=C1)C(F)(F)F 4-(4-aminophenyl)-N-(4-(trifluoromethyl)phenyl)pyrimidin-2-amine